D-Lysin N[C@H](CCCCN)C(=O)O